4-(((R)-3-aminopyrrolidin-1-yl)-6-methylquinazolin-2-yl)-1-((3-hydroxy-3-methylbutyl)imino)-2,3,4,5-tetrahydrobenzo[f][1,4]thiazepine N[C@H]1CN(CC1)C1=NC(=NC2=CC=C(C=C12)C)N1CCS(C2=C(C1)C=CC=C2)=NCCC(C)(C)O